tert-Butyl (4-amino-3-phenylisoquinolin-1-yl)carbamate NC1=C(N=C(C2=CC=CC=C12)NC(OC(C)(C)C)=O)C1=CC=CC=C1